2-[3-[1,3-benzodioxol-5-yl(methyl)carbamoyl]phenyl]-4-chloro-N,N,5-trimethyl-pyrazole-3-carboxamide O1COC2=C1C=CC(=C2)N(C(=O)C=2C=C(C=CC2)N2N=C(C(=C2C(=O)N(C)C)Cl)C)C